ClC1=C(C=C(C(=O)NCC(=O)C23CC(C2)(C3)NC(OCC3=CC=CC=C3)=O)C=C1)F benzyl (3-(2-(4-chloro-3-fluorobenzamido)acetyl)bicyclo[1.1.1]pentan-1-yl)carbamate